2-(chloromethyl)-3-(oxetan-2-ylmethyl)-3H-imidazo[4,5-c]pyridine-6-carbonitrile ClCC1=NC2=C(C=NC(=C2)C#N)N1CC1OCC1